OC1=C2C(CC(OC2=CC(=C1)OC)C1=CC(=C(C=C1)OC)O)=O 5,3'-dihydroxy-7,4'-dimethoxy-flavanone